FC1=C(C=CC(=C1)F)S(=O)(=O)NC=1NC(C=C(C1)C1=CC(=NC=C1C)NC1=NC(=NC=C1)C)=O 2,4-difluoro-N-(5'-methyl-2'-((2-methylpyrimidin-4-yl)amino)-6-oxo-1,6-dihydro-[4,4'-bipyridin]-2-yl)benzenesulfonamide